3-(Aminomethyl)-5-fluoro-4-isopropyl-6-methylpyridin-2(1H)-one NCC=1C(NC(=C(C1C(C)C)F)C)=O